dimethanol dimethacrylate C(C(=C)C)(=O)O.C(C(=C)C)(=O)O.CO.CO